C1(CC1)C1=NN(C2=NC=NC(=C21)N2[C@H](CN(CC2)C(=O)OC(C)(C)C)C)C2=NC=CC(=C2)[N+]#[C-] tert-butyl (S)-4-(3-cyclopropyl-1-(4-isocyanopyridin-2-yl)-1H-pyrazolo[3,4-d]pyrimidin-4-yl)-3-methylpiperazine-1-carboxylate